C[C@@]1(OC2=C(C=C(C=C2CC1)OCCCCC[2H])C)CCC[C@@H](CCC[C@@H](CCCC(C)C)C)C (R)-2,8-dimethyl-6-((pentyl-5-d)oxy)-2-((4R,8R)-4,8,12-trimethyltridecyl)chromane